ClC=1C=C2C(=NC1)C=CN2C[C@@H]2CC[C@H](CC2)C(=O)N2OCC[C@H]2C2=CC(=CC(=C2)F)F trans-(4-((6-chloro-1H-pyrrolo[3,2-b]pyridin-1-yl)methyl)cyclohexyl)((S)-3-(3,5-difluorophenyl)isoxazolidin-2-yl)methanone